ClC=1C=2N(C=CC1N1C[C@H](CC1)OS(=O)(=O)C1=CC=C(C=C1)C)C1=C(N2)C=CC(=C1)C.C(CC)O[B] propoxyboron (S)-1-(4-Chloro-8-methylbenzo[4,5]imidazo[1,2-a]pyridin-3-yl)pyrrolidin-3-yl-4-methylbenzenesulfonate